C([C@@H](C(=O)[O-])NC(=O)N)S The molecule is an N-acyl-L-alpha-amino acid anion that is the anion formed by loss of a proton from the carboxy group of N-carbamoyl-L-cysteine; major species present at pH 7.3. It is a conjugate base of a N-carbamoyl-L-cysteine.